(1S,2R,5R)-N-((S)-1-cyano-2-((R)-2-oxopyrrolidin-3-yl)ethyl)-3-(9-hydroxy-9H-fluorene-9-carbonyl)-6,6-dimethyl-3-azabicyclo[3.1.0]hexane-2-carboxamide C(#N)[C@H](C[C@@H]1C(NCC1)=O)NC(=O)[C@H]1[C@@H]2C([C@@H]2CN1C(=O)C1(C2=CC=CC=C2C=2C=CC=CC12)O)(C)C